2-amino-1-(2-cyclopropylphenyl)ethan-1-one HCl salt Cl.NCC(=O)C1=C(C=CC=C1)C1CC1